(R)-2-amino-3-(7-methyl-1H-indazol-5-yl)-1-(4-(1-methylpiperidin-4-yl)piperazin-1-yl)propan-1-one trifluoroacetate FC(C(=O)O)(F)F.N[C@@H](C(=O)N1CCN(CC1)C1CCN(CC1)C)CC=1C=C2C=NNC2=C(C1)C